2,4,4-trimethylpentane-1,3-diylbisisobutyrate CC(CC(C(=O)[O-])(C)C)C(C(C)(C)C)C(C(=O)[O-])(C)C